C(C)(C)(C)C1=CC=C(C=C1)C(CN(CCCCOC)CCOCC)N 1-(4-(tert-butyl)phenyl)-N2-(2-ethoxyethyl)-N2-(4-methoxybutyl)ethane-1,2-diamine